ClC1=C(C=CC(=C1)Cl)NC(CC(OC)OC)=O N-(2,4-Dichlorophenyl)-3,3-dimethoxypropanamide